FC(C(CNCC1=CC=C(C=C1)OC)O)(F)F 1,1,1-trifluoro-3-(4-methoxybenzylamino)propan-2-ol